C12N(CC(CC1)C2)C[C@H]([C@H](O)C2=CC1=C(OCCO1)C=C2)NC(C(F)(F)C=2OC1=C(C2)C=C(C=C1)Cl)=O N-((1r,2r)-3-(2-azabicyclo[2.2.1]heptan-2-yl)-1-(2,3-dihydrobenzo[b][1,4]dioxin-6-yl)-1-hydroxypropan-2-yl)-2-(5-chlorobenzofuran-2-yl)-2,2-difluoroacetamide